FC(CN1C(=NC2=C1C=CC=C2C2=CC=C(C=C2)C(=O)N2CCOCC(C2)(F)F)C(F)(F)F)F (4-(1-(2,2-difluoroethyl)-2-(trifluoromethyl)-1H-benzimidazol-4-yl)phenyl)(6,6-difluoro-1,4-oxazepan-4-yl)methanone